(2-methoxy-4-methyloxazol-5-yl)methyl 2-(3,5-dichlorophenyl)-benzo[d]oxazole-6-carboxylate ClC=1C=C(C=C(C1)Cl)C=1OC2=C(N1)C=CC(=C2)C(=O)OCC2=C(N=C(O2)OC)C